COC1=CC=C(C=C1)C1=C(NC=2N(C1=O)N=C(C2C2=CC=CC=C2)C2=CC=CC=C2)NC=2C=NC=CC2 6-(4-methoxyphenyl)-2,3-diphenyl-5-(pyridin-3-ylamino)pyrazolo[1,5-a]pyrimidin-7(4H)-one